tert-butyl N-[(1S)-2-[[6-chloro-5-[(1-cyanocyclopropyl)carbamoyl]-3-pyridyl]oxy]-1-methyl-ethyl]-N-(trifluoromethylsulfonyl)carbamate ClC1=C(C=C(C=N1)OC[C@H](C)N(C(OC(C)(C)C)=O)S(=O)(=O)C(F)(F)F)C(NC1(CC1)C#N)=O